C(C)OC(CC(=CC)O[Si](C)(C)C)=O 3-trimethylsilyloxy-pent-3-enoic acid ethyl ester